C(#N)C1(CC1)NS(=O)(=O)C1=C(C=C2C3=C(NC2=C1)N=CN=C3C3CCNCC3)F N-(1-cyanocyclopropyl)-6-fluoro-4-(piperidin-4-yl)-9H-pyrimido[4,5-b]indole-7-sulfonamide